IC1=C(C(=CC=C1)C)C1CCC(CC1)OC(=C)C(F)(F)F 1-iodo-3-methyl-2-((1r,4r)-4-((3,3,3-trifluoroprop-1-en-2-yl)oxy)cyclohexyl)benzene